1-[(4-{[(1S,4S)-2,5-diaza-bicyclo[2.2.1]heptan-2-yl]methyl}-2-methoxyphenyl)methyl]-N7-[(5-methyl-1,2,4-oxadiazol-3-yl)methyl]-1H-pyrazolo[4,3-d]pyrimidine-5,7-diamine [C@@H]12N(C[C@@H](NC1)C2)CC2=CC(=C(C=C2)CN2N=CC=1N=C(N=C(C12)NCC1=NOC(=N1)C)N)OC